2-(2-methylpyridin-4-yl)-N-(2-morpholinyl-5-(piperidin-1-yl)thiazolo[4,5-b]pyridin-6-yl)oxazole-4-carboxamide CC1=NC=CC(=C1)C=1OC=C(N1)C(=O)NC=1C=C2C(=NC1N1CCCCC1)N=C(S2)N2CCOCC2